3-Azido-1-propyl 2,3,5,6-tetra-oxo-benzoyl-beta-D-galactofuranosyl-(1->5)-2,3,6-tri-oxo-benzoyl-beta-D-galactofuranosyl-(1->2)-3,4,6-tri-oxo-benzyl-alpha-D-mannopyranoside O=C1C(C(=O)[C@@]2([C@H](O)[C@@H](O)[C@@H](O2)[C@H](O)CO)O[C@@H]([C@H]2[C@@H]([C@H]([C@@](O2)(O[C@@H]2[C@@](OCCCN=[N+]=[N-])(O[C@@H]([C@H]([C@@H]2O)O)CO)CC2=CC(C(CC2=O)=O)=O)C(C2C(C(C=CC2=O)=O)=O)=O)O)O)CO)C(C(CC1=O)=O)=O